1-(6-hydroxy-2,4-bis(methoxymethoxy)-3-(3-methylbut-2-en-1-yl)phenyl)ethan-1-one OC1=CC(=C(C(=C1C(C)=O)OCOC)CC=C(C)C)OCOC